[Cl-].[Cl-].C[Si](=[Zr+2](C1C(=CC2=C(C=CC=C12)C1=CC=C(C=C1)C(C)(C)C)C(C)C)C1C(=C(C2=C(C=CC=C12)C1=CC=C(C=C1)C(C)(C)C)CCCCCCOC(C)(C)C)C)CCCCCC Methylhexyl-silanediyl(3-(6-(tert-butoxy)hexyl)-4-(4-(tert-butyl)phenyl)-2-methyl-1H-inden-1-yl)(4-(4-(tert-butyl)phenyl)-2-isopropyl-1H-inden-1-yl)Zirconium dichloride